4,6-dichloro-(1,3,5)-triazine ClC1=NC=NC(=N1)Cl